C(C)OC(=O)C=1CC2=CC=CC=C2C1 1H-indene-2-carboxylic acid ethyl ester